7-(bis(3-chloro-4-fluorophenyl)methyl)-6-((2-(trimethylsilyl)ethoxy)methyl)-3,6-dihydro-2H-imidazo-[4,5-f][1,2]thiazepine 1,1-dioxide ClC=1C=C(C=CC1F)C(C1=NC2=C(C=CCNS2(=O)=O)N1COCC[Si](C)(C)C)C1=CC(=C(C=C1)F)Cl